Naphthalen-2-yl ((4-bromophenoxy)(4-nitrophenoxy)phosphoryl)-L-alaninate BrC1=CC=C(OP(=O)(OC2=CC=C(C=C2)[N+](=O)[O-])N[C@@H](C)C(=O)OC2=CC3=CC=CC=C3C=C2)C=C1